ClC=1C(=CC(=C(C1)C1=C(C(=CC=C1)C[C@@H]1N(CC([C@@H]1NS(=O)(=O)CC)(F)F)C(=O)[C@@H]1OCC1)F)F)F N-{(2S,3R)-2-[(5'-chloro-2,2',4'-trifluoro[1,1'-biphenyl]-3-yl)methyl]-4,4-difluoro-1-[(2R)-oxetane-2-carbonyl]pyrrolidin-3-yl}ethanesulfonamide